C(C)OC1=CC2=C(N=C(N=C2S)C)C=N1 6-ethoxy-2-methylpyrido[3,4-d]pyrimidine-4-thiol